5-bromo-2-(methoxycarbonyl)pyridine-1-oxide BrC=1C=CC(=[N+](C1)[O-])C(=O)OC